Cl[Si]([SiH3])(C)Cl dichloro(methyl)disilane